BrC=1C=C(CN2C=CC3=CC=CC=C23)C=CC1 1-(3-bromobenzyl)-1H-indol